3-Cyclopentadecylpropanenitrile C1(CCCCCCCCCCCCCC1)CCC#N